C1(=CC=CC=C1)C1=NC(=NC(=N1)C1=CC=CC=C1)C1=C(C=CC=C1)C=1C=C2C=3C=CC(=CC3C3(C2=CC1)CCCCC3)C=3C=NC=CC3 2,4-diphenyl-6-(2-(2'-(pyridin-3-yl)spiro[cyclohexane-1,9'-fluoren]-6'-yl)phenyl)-1,3,5-triazine